((2-methoxy-4-methylphenyl)sulfonyl)-2-(3-methoxyphenyl)acetamide COC1=C(C=CC(=C1)C)S(=O)(=O)C(C(=O)N)C1=CC(=CC=C1)OC